FC1(CC(C1)(CC1=NN=CN1C)C=1C=C(C=CC1)N1C(C2=CC(=CC(=C2C1)C(F)(F)F)[C@H]1N[C@H](CC1)CC)=O)F 2-(3-(3,3-difluoro-1-((4-methyl-4H-1,2,4-triazol-3-yl)methyl)cyclobutyl)phenyl)-6-((2S,5S)-5-ethylpyrrolidin-2-yl)-4-(trifluoromethyl)isoindolin-1-one